2-(7-chloroimidazo[1,5-a]Pyridin-1-yl)acetamide ClC1=CC=2N(C=C1)C=NC2CC(=O)N